ClC1=NC(=NC(=N1)NC(C)(C)C)NCC 6-chloro-N-(1,1-dimethylethyl)-N'-ethyl-1,3,5-triazine-2,4-diamine